phenyl-(4-phenoxyphenyl) carbamate C(N)(OC1=C(C=C(C=C1)OC1=CC=CC=C1)C1=CC=CC=C1)=O